C(C)(C)(C)OC(NCCC1=CC=C(S1)C=1SC(=C(C1)C)C=1SC(=C(C1C#N)C#N)C=1SC=CC1C)=O tert-Butyl(2-(3'',4''-dicyano-3''',4'-dimethyl-[2,2':5',2'':5'',2'''-quaterthiophen]-5-yl)ethyl)carbamate